NC1=CC2=CN(N=C2C=C1C1=CC=C(C(=O)NCC(=O)OC)C=C1)CCC(C)(C)O methyl (4-(5-amino-2-(3-hydroxy-3-methylbutyl)-2H-indazol-6-yl)benzoyl)glycinate